3-(dimethylsulfamoylamino)prop-1-ene CN(S(=O)(=O)NCC=C)C